1-(3-chloro-4-methoxyphenyl)-3-methyl-2-thiocyanobutan-1-one ClC=1C=C(C=CC1OC)C(C(C(C)C)SC#N)=O